FC([C@](N(F)F)(C(=O)O)F)C1=CC=CC=C1 tetra-fluoro-phenylalanine